(R)-6-(1-(4-fluorophenyl)ethyl)-5-((2-(pyrrolidin-1-yl)ethyl)amino)-N-(tetrahydro-2H-pyran-4-yl)pyrazine-2-carboxamide FC1=CC=C(C=C1)[C@@H](C)C1=C(N=CC(=N1)C(=O)NC1CCOCC1)NCCN1CCCC1